4-(3-isopropyl-5-(1-((1-methyl-1H-imidazol-4-yl)methyl)piperidin-4-yl)-1H-indol-2-yl)-1H-pyrazolo[3,4-b]pyridine C(C)(C)C1=C(NC2=CC=C(C=C12)C1CCN(CC1)CC=1N=CN(C1)C)C1=C2C(=NC=C1)NN=C2